5-amino-3-(4-(2-((3-(2-chloro-4-fluorophenyl)isoxazol-5-yl)amino)-2-oxoethyl)phenyl)-1-(1-methylcyclopropyl)-1H-pyrazole-4-carboxamide NC1=C(C(=NN1C1(CC1)C)C1=CC=C(C=C1)CC(=O)NC1=CC(=NO1)C1=C(C=C(C=C1)F)Cl)C(=O)N